phenanthren-3-yl 5-(bis(3-((tert-butoxycarbonyl)amino)butyl)amino)-5-oxopentanoate C(C)(C)(C)OC(=O)NC(CCN(C(CCCC(=O)OC=1C=CC=2C=CC3=CC=CC=C3C2C1)=O)CCC(C)NC(=O)OC(C)(C)C)C